NC1=NC=NN2C1=CC=C2C=2C=C(C=CC2C)NC(=O)N2OCC[C@H]2C2=CC=CC=C2 (S)-N-(3-(4-aminopyrrolo[2,1-f][1,2,4]triazin-7-yl)-4-methylphenyl)-3-phenylisoxazolidine-2-carboxamide